CCCCCCCC=CCCC anti-8-dodecene